N-(1-cyclopropylpiperidin-3-yl)acetamide C1(CC1)N1CC(CCC1)NC(C)=O